C1=CC(=C(C=C1[C@@H]2[C@H]([C@@H](C3=C(C=C(C=C3O2)O)O)O)O)O)O (+)-Leucocyanidin